ClC1=NC=CC(=C1Cl)C=1C=2N(C(=NC1C)N1CCC3(CCC[C@H]3N)CC1)C=CN2 (R)-8-(8-(2,3-dichloropyridin-4-yl)-7-methylimidazo[1,2-c]pyrimidin-5-yl)-8-azaspiro[4.5]decan-1-amine